(5-amino-2-hydroxyphenyl)(3-nitrophenyl)methanone NC=1C=CC(=C(C1)C(=O)C1=CC(=CC=C1)[N+](=O)[O-])O